ClC1=CN=C(S1)C(=O)NC1C(C(CCC1)N1C(=NC=2C=NC(=CC21)N2N=CC=N2)C2=C(C=CC=C2)F)O 5-chloro-N-(3-(2-(2-fluorophenyl)-6-(2H-1,2,3-triazol-2-yl)-1H-imidazo[4,5-c]pyridin-1-yl)-2-hydroxycyclohexyl)thiazole-2-carboxamide